C(C=C)(=O)N1[C@@H](C[C@H](CC1)N1N=NC=2C(=NC=3C(=C(C(=CC3C21)Cl)C2=C(C(=CC=C2)C)Cl)Cl)OC[C@H]2N(CCC2)C)CC#N ((2S,4S)-1-acryloyl-4-(6,8-dichloro-7-(2-chloro-3-methylphenyl)-4-(((S)-1-methylpyrrolidin-2-yl)methoxy)-1H-[1,2,3]triazolo[4,5-c]quinolin-1-yl)piperidin-2-yl)acetonitrile